O[C@H](CN1N=CC(=C1)C#N)[C@H](C)[C@H]1CC[C@H]2[C@@H]3CC[C@@H]4C[C@](CC[C@@H]4[C@H]3CC[C@]12C)(C)O 1-((2S,3R)-2-hydroxy-3-((3R,5R,8R,9R,10S,13S,14S,17R)-3-hydroxy-3,13-dimethylhexadecahydro-1H-cyclopenta[a]phenanthren-17-yl)butyl)-1H-pyrazole-4-carbonitrile